tetramethyl-1,2-diphenyl-ethylenediamine CN(C(C(N(C)C)C1=CC=CC=C1)C1=CC=CC=C1)C